3-(3,5-dimethyl-1-(3-methyl-[1,2,4]triazolo[4,3-b]pyridazin-6-yl)-1H-pyrazol-4-yl)-1-(4-(2-fluorobenzyl)piperazin-1-yl)propan-1-one CC1=NN(C(=C1CCC(=O)N1CCN(CC1)CC1=C(C=CC=C1)F)C)C=1C=CC=2N(N1)C(=NN2)C